1,19-Diamino-4,7,10,13,16-pentaoxanonadecane NCCCOCCOCCOCCOCCOCCCN